C(C)OC(=O)C=1OC2=C(C1C)C=C(C=C2)S(N(CCC2=CC=CC=C2)C2=C(C=CC=C2)N2CC1(C2)CCN(CC1)C(=O)C=1SC=CC1Br)(=O)=O 5-(N-(2-(7-(3-bromothiophene-2-carbonyl)-2,7-diazaspiro[3.5]non-2-yl)phenyl)-N-phenethylsulfamoyl)-3-methylbenzofuran-2-carboxylic acid ethyl ester